S1C=NC(=C1)C=1N=NNC1C(=O)O 4-(thiazol-4-yl)-1H-1,2,3-triazole-5-carboxylic acid